3-amino-5-fluorothieno[2,3-b]pyridine-2-carboxylic acid NC1=C(SC2=NC=C(C=C21)F)C(=O)O